CN1C=C(C=2C1=NC=C(C2)NC(C=C)=O)C#CC2=CC=C1C=CN(C1=C2)C N-(1-Methyl-3-((1-methyl-1H-indol-6-yl)ethynyl)-1H-pyrrolo[2,3-b]pyridin-5-yl)acrylamide